1-((S)-1-(2-((S*)-amino(4,4-difluorocyclohexyl)methyl)imidazo[1,2-b]pyridazin-7-yl)-2-cyclopropoxyethyl)-5,5-difluorotetrahydropyrimidin-2(1H)-one hydrochloride Cl.N[C@H](C=1N=C2N(N=CC(=C2)[C@@H](COC2CC2)N2C(NCC(C2)(F)F)=O)C1)C1CCC(CC1)(F)F |o1:2|